C(CC(=O)OCC1=CC=CC=C1)(=O)OCC1=CC=CC=C1 Dibenzyl malonate